BrC1=CC(=C(C=C1)P(CC)(C(C)O[Si](C)(C)C(C)(C)C)=O)F (4-bromo-2-fluorophenyl)(1-((tert-butyldimethylsilyl)oxy)ethyl)(ethyl)phosphine oxide